N-(2-(4-(4-cyclopropylpiperazine-1-yl)piperidine-1-yl)-4-methoxy-5-((6-((R)-3-(2,3,4-trifluorophenyl)isoxazolidine-2-yl)pyrimidine-4-yl)amino)phenyl)acrylamide C1(CC1)N1CCN(CC1)C1CCN(CC1)C1=C(C=C(C(=C1)OC)NC1=NC=NC(=C1)N1OCC[C@@H]1C1=C(C(=C(C=C1)F)F)F)NC(C=C)=O